CN(C(=O)C1=CNC(C=C1)=O)C=1N=NC(=CC1)N(C1CCNCC1)C N-methyl-N-(6-(methyl-(piperidin-4-yl)amino)-pyridazin-3-yl)-6-oxo-1,6-dihydropyridine-3-carboxamide